(2S)-2-[4-chloro-2-(4-ethoxy-4,5-dihydroisoxazol-3-yl) phenoxy]-3-methylbutyrate ClC1=CC(=C(O[C@H](C(=O)[O-])C(C)C)C=C1)C1=NOCC1OCC